3-ethyl-4-oxopiperidine-1,3-dicarboxylate C(C)C1(CN(CCC1=O)C(=O)[O-])C(=O)[O-]